(Trifluoromethyl)benzofuran-2-carboxamide FC(F)(F)C1=C(OC2=C1C=CC=C2)C(=O)N